C1(CC1)C1=C(C(=NO1)C1=C(C=CC=C1Cl)Cl)COC1CC2(C1)C[C@H]1CC[C@@H](C2)N1C1=NC=C(C=N1)C(=O)O 2-{(1R,5S)-3'-[(5-cyclopropyl-3-(2,6-dichlorophenyl)isoxazol-4-yl)methoxy]-8-azaspiro[bicyclo[3.2.1]octane-3,1'-cyclobutane]-8-yl}pyrimidine-5-carboxylic acid